benzyl (1-(3-(2-chlorophenyl)-1H-pyrazolo[4,3-b]pyrazin-6-yl)-4-methylpiperidin-4-yl)methylcarbamate ClC1=C(C=CC=C1)C1=NNC=2C1=NC=C(N2)N2CCC(CC2)(C)CNC(OCC2=CC=CC=C2)=O